(R)-1-(1-acryloylpyrrolidin-3-yl)-7-chloro-3-(4-phenoxyphenyl)-1H-imidazo[4,5-c]pyridin-2(3H)-one C(C=C)(=O)N1C[C@@H](CC1)N1C(N(C=2C=NC=C(C21)Cl)C2=CC=C(C=C2)OC2=CC=CC=C2)=O